1,7-heptanedioic acid C(CCCCCC(=O)O)(=O)O